hexanal-d6 C(C(C(C(CC)([2H])[2H])([2H])[2H])([2H])[2H])=O